(S)-but-3-yn-2-yl methanesulfonate CS(=O)(=O)O[C@@H](C)C#C